BrC=1C2(C3=CC4=CC(=CC=C4C3=CC1)Br)C(=CC=C1C3=CC=C(C=C3C=C12)I)I 2,7-dibromo-2',7'-diiodospirobifluorene